nonacosan-1-yl pentacosanate C(CCCCCCCCCCCCCCCCCCCCCCCC)(=O)OCCCCCCCCCCCCCCCCCCCCCCCCCCCCC